rac-tert-butyl (R)-3-bromo-4-((1-(tert-butylperoxy)-2-methoxy-6-methyl-4-oxocyclohexa-2,5-diene-1-carbonyl)oxy)-2-(methoxymethoxy)-5,6-dimethylbenzoate BrC=1C(=C(C(=O)OC(C)(C)C)C(=C(C1OC(=O)[C@@]1(C(=CC(C=C1C)=O)OC)OOC(C)(C)C)C)C)OCOC |r|